3(2H)-PYRIDAZINON N=1NC(C=CC1)=O